ON1C(=CC=CC1=O)CN1CCN(CCN(CCN(CC1)CP(=O)(O)O)CC=1N(C(C=CC1)=O)O)CP(O)(O)=O {4,10-bis[(1-hydroxy-6-oxopyridin-2-yl)methyl]-7-(phosphonomethyl)-1,4,7,10-tetraazacyclododec-1-yl}methylphosphonic acid